2-[(1-chlorocyclohexyl)thio]isoindole-1,3-dione ClC1(CCCCC1)SN1C(C2=CC=CC=C2C1=O)=O